COC([C@H](NC(\C=C\C1=CC=C(C=C1)OC)=O)C)=O (E)-(3-(p-methoxyphenyl)acryloyl)-D-alanine methyl ester